CC1=CC=C(C=CS(=O)(=O)Cl)C=C1 p-methylstyrenesulfonyl chloride